CC1C=NNC1=O 4-methyl-1H-pyrazol-5(4H)-one